NC1=C(C(N(C2=CC(=CC=C12)Cl)C1=CC=CC=C1)=O)C(=O)NC 4-amino-7-chloro-N-methyl-2-oxo-1-phenyl-1,2-dihydroquinolin-3-carboxamide